C(C)(C)(C)OC(N(C(=O)OC(C)(C)C)CCCC\C=C\C(=O)N1C[C@@H](CCC1)N1N=C(C=2C1=NC=NC2N)C2=CC=C(C=C2)OC2=CC=CC=C2)=O tert-butyl-N-[(E)-7-[(3R)-3-[4-amino-3-(4-phenoxyphenyl)pyrazolo[3,4-d]pyrimidin-1-yl]-1-piperidyl]-7-oxo-hept-5-enyl]-N-tert-butoxycarbonyl-carbamate